S-nitroso-N-acetyl-L-cystine N(=O)[S+](C[C@@H](C(=O)O)NC(C)=O)SC[C@@H](C(=O)O)N